2,6-dimethylphenylene ether CC12C(C(=CC=C1)C)O2